β-hydroxyethylmethylethylammonium OCC[NH+](CC)C